1H-pyrazol-3-carboxyamid N1N=C(C=C1)CC(=O)N